[Ge].CNC (dimethylamine) germanium